((2S,6R)-2,6-dimethylpiperazin-1-yl)(oxetan-3-yl)methanone C[C@@H]1N([C@@H](CNC1)C)C(=O)C1COC1